N1(CCC1)C=1C=C2C3=NNC4=CC=C(OCCCNC(OCC(C1)=C2)=O)C=C34 4-(azetidin-1-yl)-8,14-dioxa-10,19,20-triazatetracyclo[13.5.2.12,6.018,21]tricosa-1(20),2,4,6(23),15,17,21-heptaen-9-one